N-[(1S)-1-(4-Fluorophenyl)-2-hydroxy-2-methylpropyl]-6-(naphthalen-2-yl)-4-oxo-3-(trifluoromethyl)-4,5-dihydropyrazolo[1,5-a]pyrazine-2-carboxamide FC1=CC=C(C=C1)[C@@H](C(C)(C)O)NC(=O)C1=NN2C(C(NC(=C2)C2=CC3=CC=CC=C3C=C2)=O)=C1C(F)(F)F